ClC1=C2CCN([C@@H](C2=C(C=C1)OCC=1C=NC=CC1)CN1C(CCC1)=O)C(=O)C1CCCCC1 (1S,2R)-2-((S)-5-Chloro-1-((2-oxopyrrolidin-1-yl)methyl)-8-(pyridin-3-ylmethoxy)-1,2,3,4-tetrahydroisochinolin-2-carbonyl)cyclohexan